2,2-diacetylindane C(C)(=O)C1(CC2=CC=CC=C2C1)C(C)=O